Methyl (2S,3R)-2-((tert-butoxycarbonyl)oxy)-3-(((S)-tert-butylsulfinyl)amino)-6,6,6-trifluorohexanoate C(C)(C)(C)OC(=O)O[C@H](C(=O)OC)[C@@H](CCC(F)(F)F)N[S@@](=O)C(C)(C)C